1-(2-Hydroxy-4,6-dimethoxyphenyl)-3-phenyl-2-propen-1-one OC1=C(C(=CC(=C1)OC)OC)C(C=CC1=CC=CC=C1)=O